C(C1=CC=CC=C1)C1=C(C(=CC(=C1)C)CC1=CC=CC=C1)O 2,6-dibenzyl-4-methylphenol